2,3,6,7,10,11-hexaazabenzophenanthrene C1=C2C=3C=NN=CC3C3=C(C2=CN=N1)C=NN=C3